C1(CC1)C1=NNC2=CN=C(C(=C21)C2=CC(=C(C=C2)S(=O)(=O)C)C)C#N 3-Cyclopropyl-4-(3-methyl-4-(methylsulfonyl)phenyl)-1H-pyrazolo[3,4-c]pyridine-5-carbonitrile